(E)-N-phenyl-4-((2-pyridineformylhydrazono)methyl)benzamide C1(=CC=CC=C1)NC(C1=CC=C(C=C1)/C=N/NC(=O)C1=NC=CC=C1)=O